CC1=CSC=2C(NC=CC21)=O 3-Methyl-6H-thieno[2,3-c]pyridin-7-one